CN(C1(CCC2(CN(C(N2CCC(C)(C)O)=O)CC2=CC=C(C=C2)OC)CC1)C1=CC=CC=C1)C cis-8-dimethylamino-1-(3-hydroxy-3-methyl-butyl)-3-[(4-methoxyphenyl)-methyl]-8-phenyl-1,3-diazaspiro[4.5]decan-2-one